CC1(C(C(=C(O)C=C1)O)CC(=O)OC)CC(=O)OC Dimethyl 4-methylcatecholdiacetate